OC1(CC(N(C1)C(CNC(CCCOC1=CC=CC=C1)=O)=O)C(=O)N)C(F)(F)F 4-hydroxy-1-((4-phenoxybutyryl)-glycyl)-4-(trifluoromethyl)pyrrolidine-2-carboxamide